C1C(CCCC1)C(O)=NO 2-cyclohexanecarboxylic acid oxime